COC1=C(C(=O)N[C@@H](CCCNC(OCC2=CC=CC=C2)=O)C=2NC(=CN2)C2=CC=CC=C2)C=CC=C1 Benzyl (S)-(4-(2-methoxybenzamido)-4-(5-phenyl-1H-imidazol-2-yl)butyl)carbamate